ClC=1C=C2C(=C(C(N(C2=NC1Cl)C=1C(=NC=CC1C)C(C)C)=O)C#N)O 6,7-dichloro-4-hydroxy-1-(2-isopropyl-4-methylpyridin-3-yl)-2-oxo-1,2-dihydro-1,8-naphthyridin-3-carbonitrile